5a,6a-epoxy-24(R)-methylcholesta-7,22-dien-3β-ol C[C@H](C(C)C)C=C[C@@H](C)[C@H]1CC[C@H]2C3=C[C@H]4[C@]5(C[C@H](CC[C@]5(C)[C@H]3CC[C@]12C)O)O4